4-(4-(4-methylpiperazin-1-yl)-[1,4'-bipiperidin]-1'-yl)-6-(methylsulfinyl)-3-((4-(tetradecyloxy)phenyl)sulfonyl)quinoline CN1CCN(CC1)C1CCN(CC1)C1CCN(CC1)C1=C(C=NC2=CC=C(C=C12)S(=O)C)S(=O)(=O)C1=CC=C(C=C1)OCCCCCCCCCCCCCC